(3R,5R,8R,9R,10S,13S,14S,17S)-N-(5-fluoropyridin-2-yl)-3-hydroxy-3-(methoxymethyl)-13-methylhexadecahydro-1H-cyclopenta[a]phenanthrene-17-carboxamide FC=1C=CC(=NC1)NC(=O)[C@H]1CC[C@H]2[C@@H]3CC[C@@H]4C[C@](CC[C@@H]4[C@H]3CC[C@]12C)(COC)O